1-((S)-2-(((7-(8-ethynyl-7-fluoronaphthalen-1-yl)-8-fluoro-2-(((S)-1-methylpyrrolidin-2-yl)methoxy)pyrido[4,3-d]pyrimidin-4-yl)(methyl)amino)methyl)pyrrolidin-1-yl)prop-2-en-1-one C(#C)C=1C(=CC=C2C=CC=C(C12)C1=C(C=2N=C(N=C(C2C=N1)N(C)C[C@H]1N(CCC1)C(C=C)=O)OC[C@H]1N(CCC1)C)F)F